C(#N)NC(=NC)NCCSCC=1OC(=CC1)CNC N-cyano-N'-[2-[[[5-(methylamino)methyl-2-furanyl]methyl]thio]-ethyl]-N''-methylguanidine